CC(C(C(C(C)(C)C)=O)=O)CCC.CC(C(C(C(C)(C)C)=O)=O)CCC.CC(C(C(C(C)(C)C)=O)=O)CCC.[La] lanthanum tris(tetramethyl-heptanedione)